F[B-](F)(F)F.CN(C1=CC=C(/C=C/C2OC(=CC(=C2)C)C)C=C1)C (E)-2-(4-(dimethylamino)styryl)-4,6-dimethylpyran tetrafluoroborate